ClC1=NC(=CC=C1C(=O)N1CCN(CC1)C=1OC=2C(=NC(=CC2)C)N1)O (2-chloro-6-hydroxy-3-pyridyl)-[4-(5-methyloxazolo[4,5-b]pyridin-2-yl)piperazin-1-yl]methanone